FCC1=C(C(=NO1)C=1C=NC(=CC1)C)COC1=CC=C(N=N1)C(=O)NC1(CC1)C(F)(F)F 6-((5-(fluoromethyl)-3-(6-methylpyridin-3-yl)isoxazol-4-yl)methoxy)-N-(1-(trifluoromethyl)cyclopropyl)pyridazine-3-carboxamide